C(C)N1N=CC(=C1)CC=1CN(C=CC1)C1=NC(=CC(=C1)C(F)(F)F)C1=CC=C(C=C1)F 3-[(1-ethyl-1H-pyrazol-4-yl)methyl]-6'-(4-fluorophenyl)-4'-(trifluoromethyl)-2H-1,2'-bipyridin